C(C)(=O)O[C@H]1COC2=C1C=C(C=C2S(NC2=C(C(=C(C=C2)F)C=2C=C1C=NC(=NC1=C(C2)CC)NC2CCNCC2)F)(=O)=O)Cl (3R)-5-chloro-7-({3-[8-ethyl-2-(piperidin-4-ylamino) quinazolin-6-yl]-2,4-difluorophenyl}sulfamoyl)-2,3-dihydro-1-benzofuran-3-yl acetate